N-(4-cyclobutyl-1-methyl-3-(2,3,5-trifluorobenzyl)-1H-pyrazol-5-yl)-2-(1-(trifluoromethyl)cyclopropyl)acetamide C1(CCC1)C=1C(=NN(C1NC(CC1(CC1)C(F)(F)F)=O)C)CC1=C(C(=CC(=C1)F)F)F